1-(tert-Butyl) 2-ethyl 5-(bromomethyl)-1H-indole-1,2-dicarboxylate BrCC=1C=C2C=C(N(C2=CC1)C(=O)OC(C)(C)C)C(=O)OCC